7-ethyl-1,1-bis(4-hydroxyphenyl)cyclododecane C(C)C1CCCCCC(CCCCC1)(C1=CC=C(C=C1)O)C1=CC=C(C=C1)O